CC(=CC1=CCC2=CC=CC=C12)C 3-(2-methylpropenyl)-1H-indene